n-pentyl fluoroacetate FCC(=O)OCCCCC